N-(5-Chloro-2-methyl-6-(2H-1,2,3-triazol-2-yl)pyridin-3-yl)-1-(isochinolin-4-yl)-5-(trifluoromethyl)-1H-pyrazol-4-carboxamid ClC=1C=C(C(=NC1N1N=CC=N1)C)NC(=O)C=1C=NN(C1C(F)(F)F)C1=CN=CC2=CC=CC=C12